1-(4-((3-fluorophenyl)sulfonyl)piperazin-1-yl)-2-methyl-2-(4-(trifluoromethoxy)phenoxy)propan-1-one FC=1C=C(C=CC1)S(=O)(=O)N1CCN(CC1)C(C(C)(OC1=CC=C(C=C1)OC(F)(F)F)C)=O